CN(C(CC1=CC=CC=C1)(C1=NC=CC=C1)C1=NC=CC=C1)CC1=NC=CC=C1 N-methyl-N-(pyridin-2-ylmethyl)-1,1-bis(pyridin-2-yl)-2-phenyl-1-aminoethane